5-(N-(3-(dimethylamino)phenethyl)sulfamoyl)-3-methylbenzofuran-2-carboxylic acid ethyl ester C(C)OC(=O)C=1OC2=C(C1C)C=C(C=C2)S(NCCC2=CC(=CC=C2)N(C)C)(=O)=O